C(C)(C)(C)C=1C=C(CN2C(N(C(N(C2=O)CC2=CC(=C(C(=C2)C(C)(C)C)O)C(C)(C)C)=O)CC2=CC(=C(C(=C2)C(C)(C)C)O)C(C)(C)C)=O)C=C(C1O)C(C)(C)C 1,3,5-tri(3,5-di-tert-butyl-4-hydroxybenzyl)1,3,5-triazine-2,4,6(1H,3H,5H)-trione